OC(CN(CCCSSCCN1CCN(CC1)CCOC(CCCN(CC(CCCC(=O)OC(CC)CC)O)CC(CCCC(=O)OC(CC)CC)O)=O)CC(CCCC(=O)OCCC)O)CCCC(OCCC)=O Di(pentan-3-yl) 6,6'-((4-(2-(4-(2-((3-(bis(2-hydroxy-6-oxo-6-propoxyhexyl)amino)propyl)disulfaneyl)ethyl)piperazin-1-yl)ethoxy)-4-oxobutyl)azanediyl)bis(5-hydroxyhexanoate)